NC1=NC=C(C=N1)C=1N=CN2C1N(C(C1=CC(=CC(=C21)C(C)([2H])NC2=C(C(=O)N)C=C(C=C2)F)C)=O)C([2H])([2H])[2H] 2-((1-(3-(2-aminopyrimidin-5-yl)-7-methyl-4-(methyl-d3)-5-oxo-4,5-dihydroimidazo[1,5-a]quinazolin-9-yl)ethyl-1-d)amino)-5-fluorobenzamide